(1R,2R)-1-phenylepoxypropane C1(=CC=CC=C1)[C@@H]1[C@@H](C)O1